3-(perfluorobutyl) propylene oxide FC(C(C(C(F)(F)F)(F)F)(F)F)(CC1CO1)F